bis(diethylamino)-2-(4-nitrophenyl)spiro[isoindole-1,9'-xanthen]-3-one C(C)N(CC)C1=C(C=2C3(C4=CC=CC=C4OC2C=C1)N(C(C1=CC=CC=C13)=O)C1=CC=C(C=C1)[N+](=O)[O-])N(CC)CC